2-(2,4-difluorophenyl)-2,2-difluoroacetic acid FC1=C(C=CC(=C1)F)C(C(=O)O)(F)F